2,6-dichloromethyl-1,4-phenylene oxide ClCC1=C2C(=CC(=C1)O2)CCl